FC(C(=O)O)(F)F.FC(C(=O)O)(F)F.CN(CCCNCC1=NC2=C(C=CC=C2C=C1)NS(=O)(=O)C1=CC=C(C=C1)C(F)(F)F)C N-(2-(((3-(Dimethylamino)propyl)amino)methyl)quinolin-8-yl)-4-(trifluoromethyl)benzenesulfonamide di-trifluoroacetate